2-bromo-9,9-diethyl-9,10-dihydroacridine BrC1=CC=2C(C3=CC=CC=C3NC2C=C1)(CC)CC